NC1=NC(N(C=C1F)[C@@H]1O[C@]([C@H](C1)O[Si](C)(C)C(C)(C)C)(C1CC1)CO[Si](C)(C)C(C)(C)C)=O 4-amino-1-[(2R,4S,5R)-4-[(tert-butyldimethylsilyl)oxy]-5-{[(tert-butyldimethylsilyl)oxy]methyl}-5-cyclopropyloxolan-2-yl]-5-fluoropyrimidin-2-one